((6-chloro-2-(methyl-d3)-2H-indazol-5-yl)imino)-3-((1-methyl-1H-1,2,4-triazol-3-yl)methyl)-1-(2,4,5-trifluorobenzyl)-1,3,5-triazine-2,4-dione ClC=1C(=CC2=CN(N=C2C1)C([2H])([2H])[2H])N=C1NC(N(C(N1CC1=C(C=C(C(=C1)F)F)F)=O)CC1=NN(C=N1)C)=O